2-[3-Chloro-6-[1-[(3S,4R)-3-fluoro-4-piperidyl]-5-methyl-triazol-4-yl]pyrazolo[1,5-a]pyridin-4-yl]oxy-2-(5-fluoro-2-pyridyl)ethanol HCl Cl.ClC=1C=NN2C1C(=CC(=C2)C=2N=NN(C2C)[C@H]2[C@H](CNCC2)F)OC(CO)C2=NC=C(C=C2)F